(S)-Methyl 2-(5-(6-((tert-butoxycarbonylcarbonyl)amino)hexyl)isoxazole-3-carboxamido)-3-(4-fluorophenyl)propanoate C(C)(C)(C)OC(=O)C(=O)NCCCCCCC1=CC(=NO1)C(=O)N[C@H](C(=O)OC)CC1=CC=C(C=C1)F